O[C@H](C)[C@H]1CC[C@H]2[C@@H]3C=CC4=CC(CC[C@]4(C)[C@H]3CC([C@]12C)=O)=O 20R-hydroxy-pregna-4,6-diene-3,12-dione